tert-butyl (3-((1-benzyl-4-(methoxymethyl)piperidin-4-yl)(phenyl)amino)-3-carbonylpropyl)carbamate C(C1=CC=CC=C1)N1CCC(CC1)(COC)N(C(CCNC(OC(C)(C)C)=O)=C=O)C1=CC=CC=C1